2-formyl-3-ethoxypyridin-4-one C(=O)C1=NC=CC(C1OCC)=O